FC1=C(C=CC(=C1)F)C1=CC(=CC=C1)[C@H](CC(=O)O)NC(=O)NC=1C(N(C=CC1O)CC)=O (S)-3-(2',4'-difluorobiphenyl-3-yl)-3-(3-(1-ethyl-4-hydroxy-2-oxo-1,2-dihydropyridin-3-yl)ureido)propionic acid